N1N=CC=C1C=1NC2=CC=CC=C2C1C#N 2-(1H-pyrazol-5-yl)-1H-indole-3-carbonitrile